cholesterol-2,3,4-13C CC(C)CCC[C@@H](C)[C@H]1CC[C@H]2[C@@H]3CC=C4[13CH2][13C@@H](O)[13CH2]C[C@]4(C)[C@H]3CC[C@]12C